COC=1C=C(C=O)C=CC1OCCN1CCCC1 3-methoxy-4-[2-(pyrrolidin-1-yl)ethoxy]benzaldehyde